CC=1N(C(=CC1)C)C1=NN2C(C(=C(C(=C2)F)C2=NC(=CC=C2)C=2C=NN(C2)C(CC)C2=CC=C(C=C2)F)C)=N1 2-(2,5-dimethyl-1H-pyrrol-1-yl)-6-fluoro-7-(6-(1-(1-(4-fluorophenyl)propyl)-1H-pyrazol-4-yl)-pyridin-2-yl)-8-methyl-[1,2,4]triazolo[1,5-a]pyridine